BrC1=CC2=C(C=C1)C1=CC=CC=C1C21CCC(C2=C(C=CC=C12)OC)(C)C 2-bromo-5'-methoxy-4',4'-dimethyl-3',4'-dihydro-2'h-spiro-[fluorene-9,1'-naphthalene]